7-bromo-5-iodo-2,2-dimethyl-3,4-dihydro-1,4-benzoxazine BrC1=CC2=C(NCC(O2)(C)C)C(=C1)I